CN(C(=O)N1CCCC1)C1=CC=2OC(C(=CC2S1)C(=O)OC)=O methyl 2-(N-methylpyrrolidine-1-carboxamido)-5-oxo-5H-thieno[3,2-b]pyran-6-carboxylate